2-((1-methyl-3-(trifluoromethyl)-1H-pyrazol-5-yl)sulfonyl)-2-azaspiro[3.4]octan-6-one CN1N=C(C=C1S(=O)(=O)N1CC2(C1)CC(CC2)=O)C(F)(F)F